N1(CCNCC1)C1=CC=CC2=C1OCCN2C2C(NC(CC2)=O)=O 3-(8-(piperazin-1-yl)-2H-benzo[b][1,4]oxazin-4(3H)-yl)piperidine-2,6-dione